C(C)OC(=O)C1=C(SC(=C1C)C1=CC=C(C=C1)CCN)N 2-amino-4-methyl-5-(p-aminoethylphenyl)-3-thiophenecarboxylic acid ethyl ester